6-azido-1-(4-chlorobenzoyl)-5-methoxy-2-methyl-1H-indole-3-acetic acid N(=[N+]=[N-])C1=C(C=C2C(=C(N(C2=C1)C(C1=CC=C(C=C1)Cl)=O)C)CC(=O)O)OC